4-Isocyanato(3-methylbutyl)-methyldiethoxysilan N(=C=O)CC(CC[Si](OCC)(OCC)C)C